C1(=CC=CC=C1)[C@H](C)N1C[C@H](CC1)C(=O)O (S)-1-((S)-1-phenylethyl)pyrrolidine-3-carboxylic acid